2-(4-(5-(3-ethyl-2-(8-methyl-[1,2,4]triazolo[1,5-a]pyridin-6-yl)-1H-indol-6-yl)pyridin-2-yl)piperazin-1-yl)acetamide C(C)C1=C(NC2=CC(=CC=C12)C=1C=CC(=NC1)N1CCN(CC1)CC(=O)N)C=1C=C(C=2N(C1)N=CN2)C